sodium 5-[4-sulfophenoxy]isophthalic acid S(=O)(=O)(O)C1=CC=C(OC=2C=C(C=C(C(=O)O)C2)C(=O)O)C=C1.[Na]